tert-Butyl 4-((4-(1H-imidazol-4-yl)-5-(trifluoromethyl)pyrimidin-2-yl)amino)piperidine-1-carboxylate N1C=NC(=C1)C1=NC(=NC=C1C(F)(F)F)NC1CCN(CC1)C(=O)OC(C)(C)C